FC(C(F)(F)F)(C(C(C(C(C(C(F)(F)F)(F)F)(F)F)(F)F)(F)F)(F)F)Br perfluorohexylethylbromide